C(C=C)OC(C(CN1C2C(CC1)NCC2(F)F)(C)C)=O.CN(N=NC2=C(N=CN2)C(=O)N)C 5-(3,3-dimethyltriazenyl)imidazole-4-carboxamide allyl-3-(6,6-difluorohexahydropyrrolo[3,2-b]pyrrol-1(2H)-yl)-2,2-dimethyl-propanoate